C1(C(CCCC1)C(=O)OCC(CCCC)CC)C(=O)OCC(CCCC)CC di-(2-ethylhexyl) cyclohexane-1,2-dicarboxylate